[6-(3-cyclopropyl-1,2,4-triazol-1-yl)-2-azaspiro[3.3]heptan-2-yl]-[3-[3-[(5-cyclopropyl-4H-1,2,4-triazol-3-yl)methyl]-1-bicyclo[1.1.1]pentanyl]azetidin-1-yl]methanone C1(CC1)C1=NN(C=N1)C1CC2(CN(C2)C(=O)N2CC(C2)C23CC(C2)(C3)CC3=NN=C(N3)C3CC3)C1